2,5-bis(tert-butyl-peroxy)-1-(methylethyl)benzene C(C)(C)(C)OOC1=C(C=C(C=C1)OOC(C)(C)C)C(C)C